NC1=NC=C(C=2C1=NC(=C(N2)N[C@H]2C[C@H](CC2)O)CC)C=2C=NN(C2)N2CCN(CC2)C(=O)NC(C)C 4-(4-(5-Amino-3-ethyl-2-(((1R,3S)-3-hydroxycyclopentyl)amino)pyrido[3,4-b]pyrazine-8-yl)-1H-pyrazol-1-yl)-N-isopropylpiperazine-1-carboxamide